C(C)(=O)C1=CC=C2C[C@@H](C3(C2=C1)CCC(CC3)(C(=O)O)NC3=CC(=CC=C3)Cl)C[C@H](COC3=CC=NC=1CCC[C@H](C31)C)C (1r,2'S,4S)-6'-acetyl-4-(3-chloroanilino)-2'-[(2R)-2-methyl-3-{[(5R)-5-methyl-5,6,7,8-tetrahydroquinolin-4-yl]oxy}propyl]-2',3'-dihydrospiro[cyclohexane-1,1'-indene]-4-carboxylic acid